N(=C=O)C(CCCC(C)(F)N=C=O)F 1,5-diisocyanato-1,5-difluorohexane